Methyl 4-(5-{6-chloro-4-[(oxan-4-yl)amino]pyridin-3-yl}-1,3,4-thiadiazol-2-yl)bicyclo[2.2.2]octane-1-carboxylate ClC1=CC(=C(C=N1)C1=NN=C(S1)C12CCC(CC1)(CC2)C(=O)OC)NC2CCOCC2